C(=C/CCCC)/C(/CC(=O)O)=C\CC.CN(C1=CC=C(C=C1)CCCCCCCCCCCCCCCCCCC)CCCCCCCCCCCCCCCCCC N-methyl-4-nonadecyl-N-octadecyl-aniline (Z)-3-hexenyl-(Z)-3-hexenoate